(4S)-4,10-dihydroxy-10-methyl-dodec-2-en-1,4-olide O[C@@]1(C=CC(=O)O1)CCCCCC(CC)(C)O